tert-Butyl (4-(6-methoxypyridin-2-yl)benzyl)carbamate COC1=CC=CC(=N1)C1=CC=C(CNC(OC(C)(C)C)=O)C=C1